BrC=1C=C(C=CC1OCCN1CCCC1)NC(=O)C=1N(N=CC1)C N-[3-bromo-4-(2-pyrrolidin-1-ylethoxy)phenyl]-2-methyl-pyrazole-3-carboxamide